CC1=C(C=CC=C1C)N1CCN(CC1)C(CN1N=C(C2=C1C[C@@H]1[C@H]2C1)C(=O)N1CCC(CC1)N1C(NCC1)=O)=O 1-{1-[(3bR,4aR)-1-{2-[4-(2,3-dimethylphenyl)piperazin-1-yl]-2-oxoethyl}-3b,4,4a,5-tetrahydro-1H-cyclopropa[3,4]cyclopenta[1,2-c]pyrazole-3-carbonyl]piperidin-4-yl}imidazolidin-2-one